COC(C1=CC(=CC=C1)CNC(C1=C(C=CC(=C1)N)N(C)C)=O)=O 3-((5-amino-2-(dimethylamino)benzoylamino)methyl)benzoic acid methyl ester